4-[4-[[8-bromo-6-(2,6-dichlorophenyl)-5-oxo-pyrido[4,3-d]pyrimidin-2-yl]amino]pyrazol-1-yl]piperidine-1-carboxylic acid tert-butyl ester C(C)(C)(C)OC(=O)N1CCC(CC1)N1N=CC(=C1)NC=1N=CC2=C(N1)C(=CN(C2=O)C2=C(C=CC=C2Cl)Cl)Br